3-(3-chloro-2-methoxyphenyl)pyridazine ClC=1C(=C(C=CC1)C=1N=NC=CC1)OC